C(P(Cl)Cl)[P] methylenebisphosphorus chloride